CC1=C(C=C(C=C1)C)C(CNS(=O)(=O)C1=CC=C(C=C1)C)C1=CC=CC=C1 N-(2-(2,5-dimethylphenyl)-2-phenylethyl)-4-methylbenzenesulfonamide